C(C(=C)C)(=O)OCCOC=1C(=CC=CC1)C1=CC=CC=C1 2-(2-biphenyl-oxy)ethyl methacrylate